methyl 3-[[6-(4-isopropylpiperazin-1-yl)-5-methyl-3-pyridyl]amino]-5-(methylamino)-6-(3-methylimidazo[4,5-c]pyridin-7-yl)pyrazine-2-carboxylate C(C)(C)N1CCN(CC1)C1=C(C=C(C=N1)NC=1C(=NC(=C(N1)NC)C=1C2=C(C=NC1)N(C=N2)C)C(=O)OC)C